tert-butyl (7S)-7-[(benzyloxy)methyl]-1,6-dioxa-9-azaspiro[3.6]decane-9-carboxylate C(C1=CC=CC=C1)OC[C@H]1OCC2(CCO2)CN(C1)C(=O)OC(C)(C)C